N-(aminocarbonyl)-2-toluenesulfonamide NC(=O)NS(=O)(=O)C=1C(C)=CC=CC1